C1(=CC=CC=C1)NC1CCC(CC1)=O 4-(phenylamino)cyclohexanone